4-amino-2-(4-chloro-3-(trifluoromethyl)phenyl)pyrimidine-5-carbonitrile NC1=NC(=NC=C1C#N)C1=CC(=C(C=C1)Cl)C(F)(F)F